N-[(S)-1-(m-tolyl)ethyl]-4-[(S)-5-methyl-1,4-diazepan-1-yl]-8-cyclopropyl-6-methyl-1,7-diaza-3-naphthamide C1(=CC(=CC=C1)[C@H](C)NC(=O)C=1C=NC2=C(N=C(C=C2C1N1CCN[C@H](CC1)C)C)C1CC1)C